The molecule is zwitterionic form of 3-hydroxy-4-methyl-L-kynurenine arising from transfer of a proton from the carboxy to the amino group; major species at pH 7.3 It derives from a 3-hydroxy-L-kynurenine zwitterion and a L-kynurenine zwitterion. It is an enantiomer of a 3-hydroxy-4-methyl-D-kynurenine zwitterion. CC1=C(C(=C(C=C1)C(=O)C[C@@H](C(=O)[O-])[NH3+])N)O